ClC1=CC=C(CNC(=O)NC2CC3(C2)CN(CC3)C(C3=CC=C(C=C3)OC)=O)C=C1 1-(4-chlorobenzyl)-3-(6-(4-methoxybenzoyl)-6-azaspiro[3.4]oct-2-yl)urea